O(C1=CC=CC=C1)CC(COC(C(=C)C)=O)O.FC(C1=CC=CC(=N1)C(=O)N)(F)F 6-(trifluoromethyl)pyridine-2-Formamide 3-phenoxy-2-Hydroxypropyl-methacrylate